ClC1=C(C=C(C=C1)C1=NC=NC2=CC(=CC=C12)N1CCOCC1)C(O)C1=NC=NC=C1C [2-Chloro-5-(7-morpholin-4-yl-quinazolin-4-yl)-phenyl]-(5-methyl-pyrimidin-4-yl)-methanol